CC(C=CCC)O methylpent-2-en-1-ol